N=1ON=C2C1C=CC(=C2)OC2=C(C=C(C=C2)NC=2C1=C(N=CN2)SC2=C1CCN(C2)C(\C=C\CN(C)C)=O)C (E)-1-(4-((4-(benzo[c][1,2,5]oxadiazol-5-yloxy)-3-methylphenyl)amino)-5,6-dihydropyrido[4',3':4,5]thieno[2,3-d]pyrimidin-7(8H)-yl)-4-(dimethylamino)but-2-en-1-one